CC(=C)C1=CSC=C1 3-(1-methyl)vinylthiophene